[Si](C)(C)(C(C)(C)C)OCCNC(CC#N)=O N-(2-((tert-Butyldimethylsilyl)oxy)ethyl)-2-cyanoacetamide